FC=1C=C2C(=C3C=4CCCCC4C(=NC13)C=1C(=NNC1)C(F)(F)F)C=NN2 5-fluoro-7-(3-(trifluoromethyl)-1H-pyrazol-4-yl)-8,9,10,11-tetrahydro-3H-pyrazolo[4,3-a]Phenanthridine